3-(2-(cyclopropylamino)ethyl)-5-fluoro-1H-indol-4-ol C1(CC1)NCCC1=CNC=2C=CC(=C(C12)O)F